1-tert-butyl 2-methyl (2S,4R)-4-[(tert-butyldimethylsilyl)oxy]-5-oxopyrrolidine-1,2-dicarboxylate [Si](C)(C)(C(C)(C)C)O[C@@H]1C[C@H](N(C1=O)C(=O)OC(C)(C)C)C(=O)OC